C1=CC=C(C=C1)COC2=NC(=NC3=C2NC=N3)N 6-Benzyloxyguanine